3-(Benzyloxy)-1-(prop-2-enyl)cyclobutan-1-ol C(C1=CC=CC=C1)OC1CC(C1)(O)CC=C